6-fluoro-2-((4-(pyrrolidin-1-yl)butyl)thio)-1,4-dihydroquinazoline dihydrochloride Cl.Cl.FC=1C=C2CN=C(NC2=CC1)SCCCCN1CCCC1